FC1=C(C=CC=C1)C1NOCC1 3-(2-fluorophenyl)-1,2-oxazolidine